1,2-bis(2-aminoethyl)ethane Ethyl-5-amino-1-[2-(trifluoromethyl)cyclopropyl]-1H-imidazol-4-carboxylat C(C)OC(=O)C=1N=CN(C1N)C1C(C1)C(F)(F)F.NCCCCCCN